(R or S)-1,1,1,3,3,3-hexafluoro-2-(3-(2-(5-fluorothiophen-2-yl)ethyl)-1-(2-(6-methylpyridin-3-yl)propan-2-yl)pyrrolidin-3-yl)propan-2-yl phenylcarbamate C1(=CC=CC=C1)NC(OC(C(F)(F)F)(C(F)(F)F)[C@]1(CN(CC1)C(C)(C)C=1C=NC(=CC1)C)CCC=1SC(=CC1)F)=O |o1:18|